ethyl 7-bromo-2-oxo-1H-quinoline-3-carboxylate BrC1=CC=C2C=C(C(NC2=C1)=O)C(=O)OCC